COC1=CC(=C(C=C1)NC(N(C)C1=CC=2OC(C(=CC2S1)C(=O)O)=O)=O)C 2-(3-(4-methoxy-2-methylphenyl)-1-methylureido)-5-oxo-5H-thieno[3,2-b]pyran-6-carboxylic acid